CO\C(\C(=O)O)=C/C1=CC=C(C2=C1SC=C2)OC(CC=2N=C(OC2C([2H])([2H])[2H])C2=CC=CC=C2)([2H])[2H] (Z)-2-methoxy-3-(4-(2-(5-(methyl-d3)-2-phenyloxazol-4-yl)ethoxy-1,1-d2)benzo[b]thiophen-7-yl)acrylic acid